NC1=NC(=CC(=C1)C1=NNC2=NC(=CN=C21)N2CCC1([C@@H](COC1)N)CC2)Cl (S)-8-(3-(2-amino-6-chloro-pyridin-4-yl)-1H-pyrazolo[3,4-b]pyrazin-6-yl)-2-oxa-8-aza-spiro[4.5]decan-4-amine